N1=CNC2=NC=CC(=C21)C=2C=NN(C2)C2=CC=C(C=N2)C(CC#N)C(F)(F)F 3-(6-(4-(3H-imidazo[4,5-b]pyridin-7-yl)-1H-pyrazol-1-yl)pyridin-3-yl)-4,4,4-trifluorobutanenitrile